racemic-1-(3-fluorophenyl)-3-(isoquinolin-4-yl)-2-oxoimidazolidine-4-carbonitrile FC=1C=C(C=CC1)N1C(N([C@H](C1)C#N)C1=CN=CC2=CC=CC=C12)=O |r|